(2S)-3-(2-(((8-methoxy-3-(5-methylisoxazol-3-yl)-[1,2,4]triazolo[4,3-b]pyridazin-6-yl)oxy)methyl)-7,8-dihydro-1,6-naphthyridin-6(5H)-yl)propane-1,2-diol COC=1C=2N(N=C(C1)OCC1=NC=3CCN(CC3C=C1)C[C@@H](CO)O)C(=NN2)C2=NOC(=C2)C